5-(pyridin-2-ylmethoxy)-2,2'-bipyridine N1=C(C=CC=C1)COC=1C=CC(=NC1)C1=NC=CC=C1